F[C@@H]1CN(CC[C@@H]1NC1=NC=C(C(=N1)C1=CC2=C(CNC2=O)S1)C(F)(F)F)S(=O)(=O)C 2-(2-(((3R,4S)-3-fluoro-1-(methylsulfonyl)piperidin-4-yl)amino)-5-(trifluoromethyl)pyrimidin-4-yl)-5,6-dihydro-4H-thieno[2,3-c]pyrrol-4-one